NC1(COC1)CNC1=NC(=NC2=CC=C(C=C12)C)N1CCS(C2=C(C1)C=CC=C2)(=NC)=O 4-(4-(((3-aminooxetan-3-yl)methyl)amino)-6-methylquinazolin-2-yl)-1-(methylimino)-2,3,4,5-tetrahydro-1H-1λ4-benzo[f][1,4]thiazepin-1-Oxide